3-[4-amino-5-(trifluoromethyl)pyrrolo[2,1-f][1,2,4]triazin-7-yl]-N-[(3R,4S)-1-(4,4-difluorocyclohexanecarbonyl)-4-fluoropyrrolidin-3-yl]-5-methoxybenzamide NC1=NC=NN2C1=C(C=C2C=2C=C(C(=O)N[C@@H]1CN(C[C@@H]1F)C(=O)C1CCC(CC1)(F)F)C=C(C2)OC)C(F)(F)F